FC=1C=C(OCC2=CC=C(C=C2)C=2N=C(N3C2C=NC=C3)[C@H]3N(CCCC3)C(C=C)=O)C=CC1F (S)-1-(2-(1-(4-((3,4-difluorophenoxy)methyl)phenyl)imidazo[1,5-a]pyrazin-3-yl)piperidin-1-yl)prop-2-en-1-one